ClC=1C=C(C=CC1F)NC(=O)C1=C(N=C2COCCN21)C2CC1CC(CC1C2)=O N-(3-chloro-4-fluorophenyl)-2-(5-oxooctahydropentalen-2-yl)-5,6-dihydro-8H-imidazo[2,1-c][1,4]oxazine-3-carboxamide